methyl (E)-4-(4-(6-(4-(dimethylamino)styryl)nicotinamido)-1-methyl-1H-pyrrole-2-carboxamido)-1-methyl-1H-pyrrole-2-carboxylate CN(C1=CC=C(/C=C/C2=NC=C(C(=O)NC=3C=C(N(C3)C)C(=O)NC=3C=C(N(C3)C)C(=O)OC)C=C2)C=C1)C